CC=1NC=2C=CC=C(C2C1)O 2-methyl-1H-indole-4-ol